2-(2,2-Dibromovinyl)furan BrC(=CC=1OC=CC1)Br